FC1=CC=C(COC=2C=C(C=CC2NS(=O)(=O)CCC(F)(F)F)C2=NNC(=C2C(=O)N)NC2=NC=CN=C2)C=C1 3-(3-((4-fluorobenzyl)oxy)-4-((3,3,3-trifluoropropyl)sulfonamido)phenyl)-5-(pyrazin-2-ylamino)-1H-pyrazole-4-carboxamide